C1(CC1)C1=CC(=C(C(=O)NC(NC2=C(C=CC=C2)C)=O)C(=C1)OC)F 4-Cyclopropyl-2-fluoro-6-methoxy-N-(o-tolylcarbamoyl)benzamide